1-[2-[[8-(7-azabicyclo[2.2.1]heptan-7-yl)-6-[(1R)-1-hydroxyethyl]pyrido[3,4-d]pyrimidin-2-yl]amino]-7,8-dihydro-5H-1,6-naphthyridin-6-yl]-2-piperidin-1-yl-ethanone C12CCC(CC1)N2C2=NC(=CC1=C2N=C(N=C1)NC1=NC=2CCN(CC2C=C1)C(CN1CCCCC1)=O)[C@@H](C)O